COCC1=CC=CC=2C=3N(C(=NC12)N[C@H]1C(NCCCC1)=O)N=C(N3)C3=CC=C(C=C3)OC (3R)-3-{[7-(methoxymethyl)-2-(4-methoxyphenyl)[1,2,4]triazolo[1,5-c]quinazolin-5-yl]amino}azepan-2-one